3-[5-(6-Hydroxyhexyl)-3-methyl-2-oxo-benzimidazol-1-yl]piperidine-2,6-dione OCCCCCCC1=CC2=C(N(C(N2C)=O)C2C(NC(CC2)=O)=O)C=C1